ClC1=C2C=CN=CC2=C(C(=C1)F)C(=O)OC methyl 5-chloro-7-fluoroisoquinoline-8-carboxylate